6-(2-ethoxypyridin-3-yl)pyridazin C(C)OC1=NC=CC=C1C1=CC=CN=N1